OCCC=1C(=C(O)C=CC1O)CCO di(2-hydroxyethyl)hydroquinone